4-(2-{2-[4-fluoro-3-(trifluoromethoxy)phenyl]phenyl}-1,3-thiazole-4-sulfonylamino)-3-methoxybenzoic acid FC1=C(C=C(C=C1)C1=C(C=CC=C1)C=1SC=C(N1)S(=O)(=O)NC1=C(C=C(C(=O)O)C=C1)OC)OC(F)(F)F